3-[4-(Dimethylamino)phenyl]-1-(2-hydroxy-4-methylphenyl)prop-2-en-1-one CN(C1=CC=C(C=C1)C=CC(=O)C1=C(C=C(C=C1)C)O)C